NC=1C=C(C(=NC1)N1C(OCC1)=O)C(F)F 3-(5-amino-3-(difluoromethyl)pyridin-2-yl)oxazolidin-2-one